[OH-].C(C(=C)C)(=O)NCCC[N+](CCCS(=O)(=O)O)(C)C [3-(Methacryloylamino)propyl]dimethyl(3-sulfopropyl)ammonium hydroxide